C(C1=CC=CC=C1)OC(=O)N1CCC(CC1)(CCC1CCNCC1)F 4-fluoro-4-[2-(4-piperidinyl)ethyl]Piperidine-1-carboxylic acid benzyl ester